CN(C/C=C/C(=O)N1CC2(C1)CN(CC2)C2=NC=1[C@@H]3[C@H](CCC1C(=C2C#N)C2=CC(=CC1=CC=CC=C21)O)C3)C (M)-(6aR,7aS)-2-(2-((2E)-4-(dimethylamino)-2-butenoyl)-2,6-diazaspiro[3.4]octan-6-yl)-4-(3-hydroxy-1-naphthalenyl)-6,6a,7,7a-tetrahydro-5H-cyclopropa[h]quinoline-3-carbonitrile